(2S,4R)-N-((R)-1-(4-carbamimidoylthiophen-2-yl)ethyl)-1-((9,9-difluoro-9H-fluorene-3-carbonyl)glycyl)-4-methylpyrrolidine-2-carboxamide C(N)(=N)C=1C=C(SC1)[C@@H](C)NC(=O)[C@H]1N(C[C@@H](C1)C)C(CNC(=O)C=1C=CC=2C(C3=CC=CC=C3C2C1)(F)F)=O